1,1-Dibromoheptane BrC(CCCCCC)Br